C(C)ON1N=CC2=CC=CC=C12 ethoxy-1H-indazol